6-((4-(6-iodo-1-(tetrahydro-2H-pyran-2-yl)-1H-indazol-4-yl)-1H-1,2,3-triazol-1-yl)methyl)-1H-indole-1-carboxylic acid tert-butyl ester C(C)(C)(C)OC(=O)N1C=CC2=CC=C(C=C12)CN1N=NC(=C1)C1=C2C=NN(C2=CC(=C1)I)C1OCCCC1